N-((1-(azepan-4-ylmethyl)pyrrolidin-3-yl)methyl)-1-(3-(4-methoxyphenyl)-1,2,4-oxadiazol-5-yl)piperidine-4-carboxamide N1CCC(CCC1)CN1CC(CC1)CNC(=O)C1CCN(CC1)C1=NC(=NO1)C1=CC=C(C=C1)OC